C(C=C)(=O)OCCCCCCCCCCC[Si](Cl)(Cl)Cl acryloxyundecyltrichlorosilane